FC=1C(=C(C=C(C1)[C@H](COC)C)C(C(=O)O)N1C[C@@H](CC1)N(CCCCCC1=NC=2NCCCC2C=C1)C)OC 2-(3-fluoro-2-methoxy-5-((R)-1-methoxypropan-2-yl)phenyl)-2-((R)-3-(methyl(5-(5,6,7,8-tetrahydro-1,8-naphthyridin-2-yl)pentyl)amino)pyrrolidin-1-yl)acetic acid